beta-aminoethanesulfonyl fluoride NCCS(=O)(=O)F